acrylic acid, tribromophenyl ester C(C=C)(=O)OC1=C(C(=C(C=C1)Br)Br)Br